C1(CCC1)N1C=NC(=C1)C(=O)O 1-cyclobutyl-1H-imidazole-4-carboxylic acid